5-Bromo-N-(2,2,2-trifluoroethyl)thiazole-2-carboxamide BrC1=CN=C(S1)C(=O)NCC(F)(F)F